CN1N=C2N(C3=CC=C(C=C3C2=C1)C(=O)O)C1=CC=C(C=C1)OC(F)(F)F 2-methyl-8-[4-(trifluoromethoxy)phenyl]-2H,8H-pyrazolo[3,4-b]indole-5-carboxylic acid